(E)-2-methyl-2-butenoic acid C/C(/C(=O)O)=C\C